4-(Aminomethyl)-N'-(1,2,3,5,6,7-hexahydro-s-indacen-4-ylcarbamoyl)benzene-sulfonimidamide NCC1=CC=C(C=C1)S(=O)(N)=NC(NC1=C2CCCC2=CC=2CCCC12)=O